mono-ethyl malonate potassium salt [K+].C(CC(=O)[O-])(=O)OCC